OCCC1(CCOCC1)CN1N=NC2=C1C=CC(=C2C)CCC(=O)[O-] 3-(1-{[4-(2-hydroxy ethyl)oxan-4-yl]methyl}-4-methyl-1H-benzotriazol-5-yl)propanoate